OCCCC1=C(C=CC=C1)O 2-(3-Hydroxypropyl)phenol